35-hydroxy-3,6,9,12,15,18,21,24,27,30,33-undecaoxapentatriacontyl 4-methylbenzenesulfonate CC1=CC=C(C=C1)S(=O)(=O)OCCOCCOCCOCCOCCOCCOCCOCCOCCOCCOCCOCCO